1-(2-oxo-1,2-dihydropyrrolo[4,3,2-ij]isoquinoline-6-yl)-5-trifluoromethyl-N-(2-trifluoromethylpyridin-4-yl)-1H-pyrazole-4-carboxamide O=C1NC2=NC=C(C3=CC=CC1=C23)N2N=CC(=C2C(F)(F)F)C(=O)NC2=CC(=NC=C2)C(F)(F)F